6-((4-(piperazin-1-yl)phenyl)thio)-1H-benzol N1(CCNCC1)C1=CC=C(C=C1)SC1=CC=CCC1